cyclopropylisoxazole-3-carboxylic acid C1(CC1)C=1C(=NOC1)C(=O)O